ClN1C(=O)NC(=O)C1(C)C monochlorodimethylhydantoin